Nα-Palmitoyl-(D)-glutamic acid C(CCCCCCCCCCCCCCC)(=O)N[C@H](CCC(=O)O)C(=O)O